2-((3S,4S)-4-amino-3-methyl-2-oxa-8-azaspiro[4.5]decan-8-yl)-3-methyl-5-((1-methyl-1H-pyrrolo[2,3-b]pyridin-4-yl)thio)pyrimidin-4(3H)-one formate salt C(=O)O.N[C@@H]1[C@@H](OCC12CCN(CC2)C2=NC=C(C(N2C)=O)SC2=C1C(=NC=C2)N(C=C1)C)C